CC1=NN(C=2C1=[N+](C=CC2)[O-])C2COC2 3-methyl-1-(oxetan-3-yl)-1H-pyrazolo[4,3-b]Pyridine 4-oxide